1-Ethyl-3-(3'-methylenepropyl)carbodiimide C(C)N=C=NCCC=C